3-deaza-2'-O-[2-methylamino-2-oxoethyl]adenosine tert-butyl-(1R,3s,5S)-3-(3-chloro-6-methyl-7-oxo-6,7-dihydropyrimido[4,5-c]pyridazin-8(5H)-yl)-8-azabicyclo[3.2.1]octane-8-carboxylate C(C)(C)(C)[C@]12C[C@H](C[C@H](CC1)N2C(=O)OC[C@@H]2[C@H]([C@H]([C@@H](O2)N2C=NC=1C(N)=NC=CC21)OCC(=O)NC)O)N2C(N(CC1=C2N=NC(=C1)Cl)C)=O